(R)-8-([1,1'-Biphenyl]-3-yl)-9-oxooctahydro-2H-pyrazino[1,2-a]pyrazin C1(=CC(=CC=C1)N1C([C@@H]2N(CCNC2)CC1)=O)C1=CC=CC=C1